C1C(CC12CCC2)NC(OC2=CC=CC=C2)=O phenyl spiro[3.3]heptan-2-ylcarbamate